CC1=C(OC=2CCC3=CN(N=C3C21)CC2=NC(=CC=C2)C)C(=O)NCC2=NN(C=C2)C 8-methyl-N-[(1-methyl-1H-pyrazol-3-yl)methyl]-2-[(6-methylpyridin-2-yl)methyl]-4,5-dihydro-2H-furo[2,3-g]indazole-7-carboxamide